2-((S)-1-((R)-4-(6-((4-cyano-2-fluorobenzyl)oxy)pyridin-2-yl)-2-(hydroxyl-Methyl)piperazin-1-yl)ethyl)-1-(((S)-oxetan-2-yl)methyl)-1H-benzo[d]imidazole-6-carboxylic acid methyl ester COC(=O)C=1C=CC2=C(N(C(=N2)[C@H](C)N2[C@H](CN(CC2)C2=NC(=CC=C2)OCC2=C(C=C(C=C2)C#N)F)CO)C[C@H]2OCC2)C1